[Br-].[Br-].C(CCCCCCCCCC[N+]1=CC(=C(C=C1)C)C)[N+]1=CC(=C(C=C1)C)C 1,1'-(undec-1,11-diyl)bis(3,4-dimethylpyridin-1-ium) dibromide